Cl.CC(CC=O)(C)C 3,3-dimethyl-butan-1-one hydrochloride